3-[3-Methyl-4-[3-[3-(methylamino)propoxy]prop-1-ynyl]-2-oxo-benzimidazol-1-yl]piperidine-2,6-dione CN1C(N(C2=C1C(=CC=C2)C#CCOCCCNC)C2C(NC(CC2)=O)=O)=O